2-(trichloromethyl)acrylic acid ClC(C(C(=O)O)=C)(Cl)Cl